CS(=O)(=O)C1=CC=C(C=C1)N1C=CC=2C1=NC(=CC2)[C@@H](O)C=2SC=CC2 (R)-[1-(4-methylsulfonylphenyl)pyrrolo[2,3-b]pyridin-6-yl]-(2-thienyl)methanol